(1-(cyclopropylmethyl)piperidin-3-yl)(4-fluoronaphthalen-1-yl)methanone hydrochloride Cl.C1(CC1)CN1CC(CCC1)C(=O)C1=CC=C(C2=CC=CC=C12)F